OC1=C(C(N(C(=C1)C)C)=O)NC(N[C@@H](CC(=O)OCC)C=1C=C(C(=CC1)C)C1=CC(=CC=C1)OC)=O Ethyl (S)-3-(3-(4-Hydroxy-1,6-dimethyl-2-oxo-1,2-dihydropyridin-3-yl)ureido)-3-(3'-methoxy-6-methylbiphenyl-3-yl)propanoat